(8-fluoroimidazo[1,2-a]pyridin-7-yl)methanol FC=1C=2N(C=CC1CO)C=CN2